BrC=1C=CC2=C(C(CSN2)=O)C1 6-bromo-1H-2,1-benzothiazin-4(3H)-one